1-N'-(4-fluorophenyl)-1-N-[4-[7-(2-fluoropyridin-4-yl)quinolin-4-yl]Oxyphenyl]Cyclopropane-1,1-dicarboxamide hydrochloride Cl.FC1=CC=C(C=C1)NC(=O)C1(CC1)C(=O)NC1=CC=C(C=C1)OC1=CC=NC2=CC(=CC=C12)C1=CC(=NC=C1)F